tert-butyl 4-carbamoyl-4-methylpiperidine-1-carboxylate C(N)(=O)C1(CCN(CC1)C(=O)OC(C)(C)C)C